OC=1C(=C(N=NC1)SC1=NC=CC=C1)C(=N)N hydroxy-3-(pyridin-2-ylsulfanyl)pyridazine-4-carboxamidine